N[C@H]1CN(CCC1)C(=O)C=1C=CC=2N(C1)N=C(C2C)C2=CC=1C(=NC(=CC1)C=1C(=C3C=CC(NC3=C(C1)F)=O)C)N2CC2CC2 6-(2-{6-[(3R)-3-aminopiperidine-1-carbonyl]-3-methylpyrazolo[1,5-a]pyridin-2-yl}-1-(cyclopropylmethyl)-1H-pyrrolo[2,3-b]pyridin-6-yl)-8-fluoro-5-methyl-1,2-dihydro-quinolin-2-one